hexamethylene bis[3-(3,5-di-t-butyl-4-hydroxyphenyl)propionate] C(C)(C)(C)C=1C=C(C=C(C1O)C(C)(C)C)CCC(=O)OCCCCCCOC(CCC1=CC(=C(C(=C1)C(C)(C)C)O)C(C)(C)C)=O